C(C)(C)(C)NC1=NC=CC(=C1)OC1=CC(=C(C=C1)NC1=NC=NC2=CC(=C(C=C12)NC1CCN(CC1)C(C=C)=O)OC)F 1-(4-((4-((4-((2-(tert-butylamino)pyridin-4-yl)oxy)-2-fluorophenyl)amino)-7-methoxyquinazolin-6-yl)amino)piperidin-1-yl)prop-2-en-1-one